ethyl 2-[(2'-amino-3',5'-dichloro [1,1'-biphenyl]-4-yl) oxy]-2-methylpropionate NC1=C(C=C(C=C1Cl)Cl)C1=CC=C(C=C1)OC(C(=O)OCC)(C)C